N1N=NC2=C1C1=CC=CC=C1C=C2 1H-naphthotriazole